BrC=1C=C(C=CC1)C1(CC1)CC(=O)OC methyl 2-(1-(3-bromophenyl)cyclopropyl)acetate